CN(CCS(=O)(=O)CC1CN(C1)C=1C=CC(=C2C=C(N=CC12)NC1=NC(=NC=C1)N1C[C@]([C@@H](CC1)O)(C)F)C(C)C)C (3S,4R)-1-(4-{[8-(3-{[2-(dimethylamino)ethane-sulfonyl]methyl}azetidin-1-yl)-5-(propan-2-yl)isoquinolin-3-yl]amino}pyrimidin-2-yl)-3-fluoro-3-methylpiperidin-4-ol